N-[(1S)-2-[4-(2,4-dimethylpyrazol-3-yl)anilino]-1-[(1R)-6-[5-[(1S,4S)-2-oxa-5-azabicyclo[2.2.1]heptan-5-yl]pyridazin-3-yl]indan-1-yl]-2-oxo-ethyl]-1-fluoro-cyclopropanecarboxamide CN1N=CC(=C1C1=CC=C(NC([C@H]([C@@H]2CCC3=CC=C(C=C23)C=2N=NC=C(C2)N2[C@@H]3CO[C@H](C2)C3)NC(=O)C3(CC3)F)=O)C=C1)C